CC1=CC(=NC(=C1)NC1=NNC(=C1)C)C1N(CCNC1)C(=O)N 4-methyl-6-((5-methyl-1H-pyrazol-3-yl)amino)pyridin-2-ylpiperazine-1-carboxamide